9H-Fluoren C1=CC=CC=2C3=CC=CC=C3CC12